CC1=C(OC2=CC=C(C=C2)C2=CC=CN3C2=NS(CC3)(=O)=O)C=CC(=C1)C(F)(F)F 9-{4-[2-methyl-4-(trifluoromethyl)phenoxy]phenyl}-3,4-dihydropyrido[2,1-c][1,2,4]thiadiazine 2,2-dioxide